O1CC1.[Te] tellurium Oxirane